COC1=C(C=C2C(=NC=NC2=C1)NC1=C(C=CC(=C1)C1=C(N(C(=C1)C)C)C)OC)OC1CCN(CC1)C(C=C)=O 1-(4-((7-methoxy-4-((2-methoxy-5-(1,2,5-trimethyl-1H-pyrrol-3-yl)phenyl)amino)quinazolin-6-yl)oxy)piperidin-1-yl)prop-2-en-1-one